6-((S)-2-((3as,5S,6ar)-5-(3-fluorophenoxy)-3a-hydroxycyclopenta[c]pyrrol-2(1H)-yl)-1-hydroxyethyl)-3,4-dihydroquinolin-2(1H)-one FC=1C=C(OC2=C[C@@]3(C(CN(C3)C[C@@H](O)C=3C=C4CCC(NC4=CC3)=O)=C2)O)C=CC1